2,2-difluoro-2-(2-pyridinyl)acetic acid FC(C(=O)O)(C1=NC=CC=C1)F